4-(1-(5-formyl-2,4-dimethylbenzoyl)piperidin-4-yl)benzonitrile C(=O)C=1C(=CC(=C(C(=O)N2CCC(CC2)C2=CC=C(C#N)C=C2)C1)C)C